5,5'-methylenebisfurfuryl isocyanate C(C1=CC=C(CN=C=O)O1)C1=CC=C(CN=C=O)O1